[6,6,33-trimethyl-2-oxo-5-oxa-1,15,16,17-tetrazaheptacyclo[22.5.3.23,9.118,22.04,8.015,19.027,31]pentatriconta-3,8,16,18(33),19,21,24,26,31,34-decaen-23-yl]acetic acid CC1(OC2=C3C(N4CCC5=CC=C(C(C6=CC=C7C(N=NN7CCCCCC(=C2C1)C=C3)=C6C)CC(=O)O)C=C5C4)=O)C